CC1=C(C(=CC(=C1)C)C(CCCCCCCCCCCCCC)C)O 2,4-dimethyl-6-(1-methylpentadecyl)phenol